3,5-dimethyl-2,6-dibromo-1,4-benzoquinone CC1=C(C(C(=C(C1=O)C)Br)=O)Br